FC1=C(C=C(C=C1)C1=CC(=C(C=C1)OC)NC1=NC=NC2=CC(=C(C=C12)OC1CCN(CC1)C(C=C)=O)OC)OCC(F)(F)F 1-(4-((4-((4'-fluoro-4-methoxy-3'-(2,2,2-trifluoroethoxy)-[1,1'-biphenyl]-3-yl)amino)-7-methoxyquinazolin-6-yl)oxy)piperidin-1-yl)prop-2-en-1-one